C(#N)C1=CC=C2C(=CCN(C2=C1C1=CC(=CC(=C1)Cl)Cl)N1CCOC2=C1C=CC=C2)N2CCOCC2 7-cyano-8-(3,5-dichlorOphenyl)-N-(2,3-dihydro-1,4-benzoxazin-4-yl)-4-morpholino-quinoline